8-((6-cyclopropyl-3'-fluoro-[1,1'-biphenyl]-3-yl)(cyclopropylmethyl)amino)-5-methyl-6-oxo-5,6-dihydro-1,5-naphthyridine-2-carbonitrile C1(CC1)C1=CC=C(C=C1C1=CC(=CC=C1)F)N(C1=CC(N(C=2C=CC(=NC12)C#N)C)=O)CC1CC1